L-1-ethyl-3-(3-dimethylaminopropyl)carbodiimide C(C)N=C=NCCCN(C)C